5-((tert-butyldimethylsilyl)oxy)-N-methyl-2-nitroaniline [Si](C)(C)(C(C)(C)C)OC=1C=CC(=C(NC)C1)[N+](=O)[O-]